[Si](C)(C)(C(C)(C)C)OCCOC1=NC=CC=C1C=1NC=CN1 2-(2-((tert-Butyldimethylsilyl)oxy)ethoxy)-3-(1H-imidazol-2-yl)pyridine